COC1=C2C=CNC(C2=C(C=C1)C)=O 5-Methoxy-8-methyl-2H-isoquinolin-1-one